C1(CC1)C1=CC(=CC(=N1)C=1OC2=C(N1)C=C(C=C2F)CNCC2(CCC2)O)C2=C(C=C(C=C2)F)C2=NN=CN2C 1-({[(2-{6-Cyclopropyl-4-[4-fluoro-2-(4-methyl-1,2,4-triazol-3-yl)phenyl]pyridin-2-yl}-7-fluoro-1,3-benzoxazol-5-yl)methyl]amino}methyl)cyclobutan-1-ol